O=C1NC(CCC1N1C(C2=CC=C(C=C2C1=O)NCCCOCCCOC1=CC=C(C=C1)\C(=C(\CC)/C1=CC=CC=C1)\C1=CC=C(C=C1)O)=O)=O (Z)-2-(2,6-dioxopiperidin-3-yl)-5-((3-(3-(4-(1-(4-hydroxyphenyl)-2-phenylbut-1-en-1-yl)phenoxy)propoxy)propyl)amino)isoindoline-1,3-dione